C(C)(C)(C)C=1C=C(C=C(C1O)C(C)(C)C)C(SCC=O)C1=CC=CC=C1 (((3,5-di-tert-butyl-4-hydroxyphenyl)(phenyl)methyl)thio)acetaldehyde